(S)-2-amino-3-(4-(7-chloro-3,3-dimethyl-2-oxoindolin-1-yl)phenyl)propanoic acid methyl ester COC([C@H](CC1=CC=C(C=C1)N1C(C(C2=CC=CC(=C12)Cl)(C)C)=O)N)=O